2,6-dimethoxy-1,4-naphthoquinone COC=1C(C2=CC=C(C=C2C(C1)=O)OC)=O